4-amino-2'-[(2R)-3-hydroxy-2-methylpropyl]-5'-methyl-2',3'-dihydrospiro[cyclohexane-1,1'-isoindole]-4-carboxylic acid NC1(CCC2(N(CC3=CC(=CC=C23)C)C[C@H](CO)C)CC1)C(=O)O